O=C1N(CCC(N1)=O)C=1C=C(C=CC1OC)N1CC(CC1)CN1CCNCC1 4-((1-(3-(2,4-dioxotetrahydropyrimidin-1(2H)-yl)-4-methoxyphenyl)pyrrolidin-3-yl)methyl)piperazine